(R)-3-(1-(1,2,3,4-tetrahydronaphthalen-1-yl)-2-((4-(trifluoromethoxy)phenyl)amino)-1H-benzo[d]imidazol-5-yl)propanoic acid [C@H]1(CCCC2=CC=CC=C12)N1C(=NC2=C1C=CC(=C2)CCC(=O)O)NC2=CC=C(C=C2)OC(F)(F)F